C(C)(C)(C)C1=CC=C(C=C1)C=1C(=C(N2C1C(N(C1=CC(=C(C=C21)F)F)C)=O)C2=CC=CC=C2)C#N 3-(4-(tert-butyl)phenyl)-7,8-difluoro-5-methyl-4-oxo-1-phenyl-4,5-dihydropyrrolo[1,2-a]quinoxaline-2-carbonitrile